N1CCC(CC1)N1C=CC2=C(C=C(C=C12)C(F)(F)F)N1C(NC(CC1)=O)=O 1-(1-(Piperidin-4-yl)-6-(trifluoromethyl)-1H-indol-4-yl)dihydropyrimidine-2,4(1H,3H)-dione